5-chloro-3-(methoxymethyl)-1H-pyrazole ClC1=CC(=NN1)COC